3-(4-chloro-3-fluorophenyl)-N-(4-methyl-3-(pyridin-4-yl)-1H-pyrazol-5-yl)propenamide ClC1=C(C=C(C=C1)C=CC(=O)NC1=C(C(=NN1)C1=CC=NC=C1)C)F